cis-tert-butyl-2-methyl-3-(methylamino)pyrrolidine-1-carboxylate C(C)(C)(C)OC(=O)N1[C@H]([C@H](CC1)NC)C